COC1=C(C(=CC(=C1)C1=NC2=C(N1)C=CC(=C2)N2CCN(CC2)CC2=CC1=CC=CC=C1C=C2)O)O 3-methoxy-5-(5-(4-(naphthalen-2-ylmethyl)piperazin-1-yl)-1H-benzo[d]imidazol-2-yl)benzene-1,2-diol